CN[C@H]1C[C@H](N(CC1)C(=O)N1CC2(CCCC2)[C@@H](CC1)CN1C(C=C(C=C1)C1=C(C=CC=C1)C)=O)C1=CC=CC=C1 1-(((R)-7-((2S,4R)-4-(methylamino)-2-phenylpiperidine-1-carbonyl)-7-azaspiro[4.5]dec-10-yl)methyl)-4-(o-tolyl)pyridin-2(1H)-one